1-(4-methoxyphenyl)-3-phenyl-1,3-propanedione COC1=CC=C(C=C1)C(CC(=O)C1=CC=CC=C1)=O